C(C1=CC=CC=C1)N1N=CC2=CC=C(C=C12)C1CNC(N(C1)C)=O 5-(1-benzyl-1H-indazol-6-yl)-1-methyltetrahydropyrimidin-2(1H)-one